CN1N=NC(=C1NC(O[C@H](C)C=1C(=NC=C(C1)F)F)=O)C1=NC=C(C=C1)NC(=O)C1=CC2=C(C(=NO2)C)C=C1 (R)-1-(2,5-difluoropyridin-3-yl)ethyl (1-methyl-4-(5-(3-methylbenzo[d]isoxazole-6-carboxamido)pyridin-2-yl)-1H-1,2,3-triazol-5-yl)carbamate